(S)-5-fluoro-1-((1r,2S)-1-methyl-5-(pyridin-2-yl)-2,3-dihydro-1H-indene-2-carbonyl)-3-(trifluoromethyl)indoline-6-sulfonamide FC=1C=C2[C@@H](CN(C2=CC1S(=O)(=O)N)C(=O)[C@@H]1[C@H](C2=CC=C(C=C2C1)C1=NC=CC=C1)C)C(F)(F)F